2-((4-aminophenyl)thio)-5-methyl-6-((5-methyl-1H-pyrazol-3-yl)amino)pyrimidin NC1=CC=C(C=C1)SC1=NC(=C(C=N1)C)NC1=NNC(=C1)C